C(C)(=O)N[C@H](CCCCN)C(=O)O N-e-Acetyl-D-lysine